C(C1=CC=CC=C1)N1CC(CC1)C=1NC(C2=C(N1)N(N=C2)C2CCCC2)=O 6-(1-benzylpyrrolidin-3-yl)-1-cyclopentyl-1,5-dihydro-4H-pyrazolo[3,4-d]pyrimidin-4-one